NCCC=1C(=NC(=NC1NC=1SC(=CN1)C1=CC=NC=C1)C)N (2-aminoethyl)-2-methyl-N6-[5-(4-pyridinyl)thiazol-2-yl]Pyrimidine-4,6-diamine